C(C)(C)(C)OC(=O)NC1=CC=C(OC[C@@H]2CN(CCO2)C(=O)OC(C)(C)C)C=C1 tert-butyl (2S)-2-[(4-{[(tert-butoxy)carbonyl]amino}phenoxy)methyl]morpholine-4-carboxylate